COC1=CC(=C(C=C1)NC1=CC2=C(C=N1)N(C(N2C2=CC=C(C=C2)C(C#N)(C)C)=O)C)C 2-(4-(6-((4-methoxy-2-methylphenyl)amino)-3-methyl-2-oxo-2,3-dihydro-1H-imidazo[4,5-c]pyridin-1-yl)phenyl)-2-methylpropionitrile